N-{(3R)-1-[2,8-dimethyl-4-({(1R)-1-[2-methyl-3-(trifluoromethyl)phenyl]ethyl}amino)pyrido[3,4-d]pyrimidin-6-yl]pyrrolidin-3-yl}acetamide CC=1N=C(C2=C(N1)C(=NC(=C2)N2C[C@@H](CC2)NC(C)=O)C)N[C@H](C)C2=C(C(=CC=C2)C(F)(F)F)C